N[C@@H](CC1=CNC2=CC=CC=C12)C(=O)N[C@@H](CC1=CC=CC=C1)C(=O)O tryptophylphenylalanine